NC=1C=C(C=C2C=C(N=CC12)NC(=O)[C@H]1[C@@H](C1)C#N)C1=C2C(=NC=C1)NC=C2 trans-N-[8-amino-6-(1H-pyrrolo[2,3-b]pyridin-4-yl)-3-isoquinolyl]-2-cyano-cyclopropane-1-carboxamide